1-(3-acetylphenyl)-3-(3-(2-methoxyethyl)-2-((4-methylpiperazin-1-yl)methyl)-4-oxo-3,4-dihydroquinazolin-6-yl)urea C(C)(=O)C=1C=C(C=CC1)NC(=O)NC=1C=C2C(N(C(=NC2=CC1)CN1CCN(CC1)C)CCOC)=O